(2S,4R)-4-((((9H-fluoren-9-yl)methoxy)carbonyl)amino)-1-(tert-butoxycarbonyl)pyrrolidine-2-carboxylic acid C1=CC=CC=2C3=CC=CC=C3C(C12)COC(=O)N[C@@H]1C[C@H](N(C1)C(=O)OC(C)(C)C)C(=O)O